ClC1=CC=2N(C=C1)C(=CN2)S(=O)(=O)NC=2C(=NC(=C(C2)F)OC(F)F)OC 7-chloro-N-[6-(difluoromethoxy)-5-fluoro-2-methoxy-3-pyridyl]imidazo[1,2-a]pyridine-3-sulfonamide